4-bromo-1,1'-biphenyl-d BrC=1C=C(C(=CC1)C1=CC=CC=C1)[2H]